C(C)(C)C1=C(NC2=CC=C(C=C12)C1CCN(CC1)C1COC1)C=1C(=CC=2N(C1)N=NN2)C 6-(3-isopropyl-5-(1-(oxetan-3-yl)piperidin-4-yl)-1H-indol-2-yl)-7-methyltetrazolo[1,5-a]pyridine